2-bromo-N-(4,5-difluoropyridin-2-yl)propanamide BrC(C(=O)NC1=NC=C(C(=C1)F)F)C